O.O.C(C1=CC=CC=C1)(=O)N benzamide, Dihydrate